1-(bicyclo[1.1.1]pent-1-yl)-N-((R)-1-(3-cyano-2-fluorophenyl)ethyl)-4-(((1R,5s,6s)-3-methyl-3-azabicyclo[3.1.0]hex-6-yl)amino)-6-oxo-1,6-dihydropyridine-3-carboxamide C12(CC(C1)C2)N2C=C(C(=CC2=O)NC2[C@@H]1CN(C[C@H]21)C)C(=O)N[C@H](C)C2=C(C(=CC=C2)C#N)F